tert-butyl (2R,6S)-4-[7-({8-fluoro-2-methylimidazo[1,2-a]pyridin-6-yl}carbamoyl)-2-(2-methoxyethyl) indazol-4-yl]-2,6-dimethylpiperazine-1-carboxylate FC=1C=2N(C=C(C1)NC(=O)C1=CC=C(C3=CN(N=C13)CCOC)N1C[C@H](N([C@H](C1)C)C(=O)OC(C)(C)C)C)C=C(N2)C